(1R*,5S*)-(2RS)-N-(Benzo[d]oxazol-6-ylmethyl)-N-(4,4-dimethylcyclohexyl)-3-tosyl-3-azabicyclo[3.1.0]hexane-2-carboxamide O1C=NC2=C1C=C(C=C2)CN(C(=O)[C@H]2[C@@H]1C[C@@H]1CN2S(=O)(=O)C2=CC=C(C)C=C2)C2CCC(CC2)(C)C |&1:13,o1:14,16|